di-isopropenylphenylbismuth C(=C)(C)[Bi](C1=CC=CC=C1)C(=C)C